(1r,4r)-4-anilino-2'-(2-chloro-5-methoxyphenyl)-2',3'-dihydrospiro[cyclohexane-1,1'-indene]-4-carboxylic acid N(C1=CC=CC=C1)C1(CCC2(C(CC3=CC=CC=C23)C2=C(C=CC(=C2)OC)Cl)CC1)C(=O)O